(S)-2-((3-((R)-1-((((9H-fluoren-9-yl)methoxy)carbonyl)amino)ethyl)bicyclo[1.1.1]pentane-1-carbonyl)oxy)-3-phenylpropanoic acid C1=CC=CC=2C3=CC=CC=C3C(C12)COC(=O)N[C@H](C)C12CC(C1)(C2)C(=O)O[C@H](C(=O)O)CC2=CC=CC=C2